({4-[1-isopropyl-4-(trifluoromethyl)imidazol-2-yl]phenyl-methyl}amino)pyrimidine-5-carboxamide C(C)(C)N1C(=NC(=C1)C(F)(F)F)C1=CC=C(C=C1)CNC1=NC=C(C=N1)C(=O)N